2-bromoacetylbromide BrCC(=O)Br